methyl 4-(2-{5-[(7R)-7-amino-2-azabicyclo[2.2.1]heptane-2-carbonyl]-7-methoxy-1-methyl-1H-1,3-benzodiazol-2-yl}-1-(cyclopropylmethyl)-1H-pyrrolo[2,3-b]pyridin-6-yl)-2-hydroxybenzoate N[C@H]1C2N(CC1CC2)C(=O)C2=CC1=C(N(C(=N1)C1=CC=3C(=NC(=CC3)C3=CC(=C(C(=O)OC)C=C3)O)N1CC1CC1)C)C(=C2)OC